OC1=CC=C(CNC=O)C=C1 N-(4-hydroxybenzyl)formamide